1-(5-bromo-1H-pyrrolo[2,3-b]pyridin-3-yl)ethanone tert-Butyl-((1R,3R)-3-((5-nitro-1-(phenylsulfonyl)-1H-pyrrolo[2,3-b]pyridin-4-yl)amino)cyclopentyl)carbamate C(C)(C)(C)N(C(O)=O)[C@H]1C[C@@H](CC1)NC1=C2C(=NC=C1[N+](=O)[O-])N(C=C2)S(=O)(=O)C2=CC=CC=C2.BrC=2C=C1C(=NC2)NC=C1C(C)=O